FC(C1=CC=C(C=C1)NC1=NC=CC(=N1)N1CCN(CC1)C(C=C)=O)(F)F 1-[4-(2-{[4-(trifluoromethyl)phenyl]amino}pyrimidin-4-yl)piperazin-1-yl]prop-2-en-1-one